3-(2-(pentadecanoyloxy)-2,2-diphenylacetoxy)spiro[bicyclo[3.2.1]octane-8,1'-pyrrolidin]-8-ium chloride [Cl-].C(CCCCCCCCCCCCCC)(=O)OC(C(=O)OC1CC2CCC(C1)[N+]21CCCC1)(C1=CC=CC=C1)C1=CC=CC=C1